(S)-N-(5-(2-amino-[1,2,4]triazolo[1,5-a]pyridin-6-yl)-2-methylpyridin-3-yl)-3-(3-fluorophenyl)isoxazolidine-2-carboxamide NC1=NN2C(C=CC(=C2)C=2C=C(C(=NC2)C)NC(=O)N2OCC[C@H]2C2=CC(=CC=C2)F)=N1